BrC1=CC=C(C=C1)B(C1=C(C=C(C=C1C)C)C)C1=C(C=C(C=C1C)C)C (4-bromophenyl)bis(mesityl)boron